FC(C=1C=C(C=C(C1)C(F)(F)F)[B-](C1=CC(=CC(=C1)C(F)(F)F)C(F)(F)F)(C1=CC(=CC(=C1)C(F)(F)F)C(F)(F)F)C1=CC(=CC(=C1)C(F)(F)F)C(F)(F)F)(F)F.C1(=CC=CC=C1)[C+](C1=CC=CC=C1)C1=CC=CC=C1 triphenylcarbon tetrakis(3,5-bis(trifluoromethyl)phenyl)borate